CNC(C[SiH2]C(C)(C)C)NC bis(methylamino)ethyl-t-butylsilane